3-(2-((S)-2-methylazetidin-1-yl)-5,6,7,8-tetrahydro-5,8-methanoquinazolin-4-yl)benzamide C[C@@H]1N(CC1)C1=NC=2C3CCC(C2C(=N1)C=1C=C(C(=O)N)C=CC1)C3